C(C)(C)(C)C1=CC=C(C=C1)CN1C(CCC1=O)CC(=O)NCC1=CC=C(C=C1)F 2-[1-[(4-tert-butylphenyl)methyl]-5-oxopyrrolidin-2-yl]-N-[(4-fluorophenyl)methyl]acetamide